CN1N=C(C=C1)N1C(C2=C(C=3C=CC=CC13)N=C(N=C2NC2=CC=NC=C2)N2CCOCC2)=O 1-methylpyrazol-3-yl-2-morpholino-4-(4-pyridylamino)-6H-pyrimido[5,4-c]quinolin-5-one